5-amino-5-hydroxypentanol NC(CCCCO)O